COCC(OCC=1C=C(C=C(C1O)COC(COC)C)C(C)(C)C1=CC(=C(C(=C1)COC(COC)C)O)COC(COC)C)C 2,2-bis[3,5-bis[(2-methoxy-1-methylethoxy)methyl]-4-hydroxyphenyl]propane